COC(CCCCCC=1N=C(N(C1)C1=CC=CC=C1)NC(C1=CC(=CC=C1)C=1C=C2C=NN(C2=CC1)C)=O)=O 6-(2-(3-(1-methyl-1H-indazol-5-yl)benzoylamino)-1-phenyl-1H-imidazol-4-yl)hexanoic acid methyl ester